(1s,4s)-4-(2-(4-(1,2,4-oxadiazol-5-yl)cyclohexylamino)-8-(2-chloro-4,6-difluorophenylamino)-9H-purin-9-yl)cyclohexanecarboxamide O1N=CN=C1C1CCC(CC1)NC1=NC=C2N=C(N(C2=N1)C1CCC(CC1)C(=O)N)NC1=C(C=C(C=C1F)F)Cl